C1(CCCCC1)[SiH](O[SiH](C)C1CCCCC1)C 1,3-dicyclohexyl-1,3-dimethyldisiloxane